COC1=NC=C(C2=C1N=C(S2)NC(=O)C2=CN=C(O2)C)C2=CC=CC=C2 2-Methyl-oxazole-5-carboxylic acid (4-methoxy-7-phenyl-thiazolo[4,5-c]pyridin-2-yl)-amide